FC1=CC=C2C(=CNC2=C1)CC(=O)N1C[C@H](CCC1)C(=O)OCC ethyl (S)-1-(2-(6-fluoro-1H-indol-3-yl)acetyl)piperidine-3-carboxylate